CC(=CCC/C(=C/CC/C(=C/CSC[C@@H](C(=O)O)N)/C)/C)C trans-farnesyl-L-cysteine